NC1=C(C=C(N=N1)C1=C(C=CC=C1)O)N1CCN(CCC1)C1=NC(=NC=C1)\C=C\CN (E)-2-(6-amino-5-(4-(2-(3-aminoprop-1-en-1-yl)pyrimidin-4-yl)-1,4-diazepan-1-yl)pyridazin-3-yl)phenol